N-(3-(3H-[1,2,3]Triazolo[4,5-b]pyridin-5-yl)phenyl)-4-phenethoxybenzamide N1=NNC2=NC(=CC=C21)C=2C=C(C=CC2)NC(C2=CC=C(C=C2)OCCC2=CC=CC=C2)=O